4-(aminomethyl)piperidine-1-carboximidamide NCC1CCN(CC1)C(N)=N